BrC1=C(C=CC=C1Cl)SC (2-bromo-3-chlorophenyl)(methyl)sulfane